8-{5-[3-(2-Methylpropanoyl)-2,3,4,5-tetrahydro-1H-3-benzazepin-7-yl]-1H-pyrazolo[3,4-b]pyridin-3-yl}-2,3,4,5-tetrahydro-1,4-benzoxazepin-5-one CC(C(=O)N1CCC2=C(CC1)C=CC(=C2)C=2C=C1C(=NC2)NN=C1C1=CC2=C(C(NCCO2)=O)C=C1)C